CN(C=1N=C2N(C(C1)=O)N=CS2)C2CC(NC(C2)(C)C)(C)C 7-(methyl(2,2,6,6-tetramethylpiperidin-4-yl)amino)-5H-[1,3,4]thiadiazolo[3,2-a]pyrimidin-5-one